tert-butyl (2S)-2-[({4-[({5-[(3-chloro-2-methylphenyl)carbamothioyl]-6-oxo-1,2,3,6-tetrahydropyridin-4-yl}amino)methyl]pyridin-3-yl}oxy)methyl]morpholine-4-carboxylate ClC=1C(=C(C=CC1)NC(=S)C1=C(CCNC1=O)NCC1=C(C=NC=C1)OC[C@@H]1CN(CCO1)C(=O)OC(C)(C)C)C